(R)-N-(1-(3-(difluoromethyl)-2-fluorophenyl)ethyl)-6-iodo-7-methoxy-2-methylquinazoline FC(C=1C(=C(C=CC1)C(C)N1[C@H](N=CC2=CC(=C(C=C12)OC)I)C)F)F